C(C)(C)(C)C1=C(C=CC(=C1)C(C)(C)C)C(O)C(CO)(CO)CO 2,4-di-t-butylphenyl-pentaerythritol